(3-(3-(1H-indol-6-yl)ureido)butyl)phenyl acetate hydrochloride Cl.C(C)(=O)OC1=C(C=CC=C1)CCC(C)NC(=O)NC1=CC=C2C=CNC2=C1